ClC1=C(CN2C(N([C@H](C3=CC=C(C=C23)C(=O)NCC2=C(C=C(C=C2F)O)F)C)C)=O)C(=CC=C1)F (S)-1-(2-chloro-6-fluorobenzyl)-N-(2,6-difluoro-4-hydroxybenzyl)-3,4-dimethyl-2-oxo-1,2,3,4-tetrahydroquinazoline-7-carboxamide